[Hg]=S mercury sulfide